C(C)(C)(C)OC(=O)NCCCCCCN1C(=CC=2C1=NC(=CC2)O)C=2N=C1N(C(=CC(=C1)C(=O)N1C[C@@H](CCC1)NC(OC(C)(C)C)=O)OC)C2C tert-butyl (R)-(1-(2-(1-(6-((tert-butoxycarbonyl)amino)hexyl)-6-hydroxy-1H-pyrrolo[2,3-b]pyridin-2-yl)-5-methoxy-3-methylimidazo[1,2-a]pyridine-7-carbonyl)piperidin-3-yl)carbamate